4,4,5,5-tetramethyl-2-[2-methyl-4-(1-methylcyclopropyl)phenyl]-1,3,2-dioxaborolane CC1(OB(OC1(C)C)C1=C(C=C(C=C1)C1(CC1)C)C)C